5-(1-(3,3-difluorocyclobutyl)-1H-benzo[d][1,2,3]triazol-6-yl)-6-fluoro-N-((3R,4S)-3-fluoro-1-(oxetan-3-yl)piperidin-4-yl)-4-methoxypyrrolo[2,1-f][1,2,4]triazin-2-amine FC1(CC(C1)N1N=NC2=C1C=C(C=C2)C=2C(=CN1N=C(N=C(C12)OC)N[C@@H]1[C@@H](CN(CC1)C1COC1)F)F)F